ClC1=C(C=C(C=C1)C1=CC(=CC=C1)COC=1C=C2CN(C(C2=CC1)=O)C1C(CCC1)O)C(=O)OC1[C@@H]([C@H]([C@@H]([C@H](O1)C(=O)OCC=C)O)O)O Allyl (2S,3S,4S,5R)-6-((4-chloro-3'-(((2-(2-hydroxycyclopentyl)-1-oxoisoindolin-5-yl)oxy)methyl)-[1,1'-biphenyl]-3-carbonyl)oxy)-3,4,5-trihydroxytetrahydro-2H-pyran-2-carboxylate